4-(3,5-dichloro-4-methoxybenzoyl)-1,1-dioxo-2,3-dihydro-1,3-benzothiazole ClC=1C=C(C(=O)C2=CC=CC3=C2NCS3(=O)=O)C=C(C1OC)Cl